Diglycolic acid C(COCC(=O)O)(=O)O